FC1=CC=2N(C=C1)C(=CN2)C2=C1CNC(C1=C(C=C2)NC2=NC(=C(C=C2)[C@@H]2COCC2)CN(C2COC2)C)=O (R)-4-(7-fluoroimidazo[1,2-a]pyridin-3-yl)-7-((6-((methyl(oxetan-3-yl)amino)meth-yl)-5-(tetrahydrofuran-3-yl)pyridin-2-yl)amino)isoindolin-1-one